BrC1=CC=C(C=C1)N(C1=CC=C(C=C1)C1=CC=C(S1)CC=O)C1=CC=C(C=C1)Br 5-(4-(bis(4-bromophenyl)amino)phenyl)thiophene-2-acetaldehyde